NC1=C(N=C2N1C=CC=C2C=2C(=CC1=C(OCC(N1C)=O)C2)OC)C(=O)NCCC 3-amino-8-(6-methoxy-4-methyl-3-oxo-3,4-dihydro-2H-benzo[b][1,4]Oxazine-7-yl)-N-propylimidazo[1,2-a]pyridine-2-carboxamide